N1(CCCC1)C1=CC=C(C=C)C=C1 4-(1-pyrrolidinyl)styrene